ClC=1C(=NC=CC1)C(C)(C)NC1=NC=C(C=N1)C1=CC=C(S1)C(=O)N 5-(2-{[1-(3-chloro(2-pyridyl))-isopropyl]amino}pyrimidin-5-yl)thiophene-2-carboxamide